CN1C=NC(=C1C=1C=C2N=CC=NC2=CC1)C=1C=C(C=CC1)C 6-(1-Methyl-4-(m-tolyl)-1H-imidazol-5-yl)quinoxaline